C(CC)N(C=O)C1=C(C=CC=C1)NC1=NC2=CC=CC=C2C=C1 N-propyl-N-(2-(quinolin-2-ylamino)phenyl)formamide